(R)-4-chloro-1-methyl-N-(1-methylpiperidin-3-yl)-1H-pyrazolo[3,4-d]pyridazine-7-amine ClC1=C2C(=C(N=N1)N[C@H]1CN(CCC1)C)N(N=C2)C